C(C)N(CCN1CCN(CC1)C)CC 1-(2-diethylaminoethyl)-4-methylpiperazine